dibromoketoxime BrC(=NO)Br